ClC1=NC(=CC(=N1)NNC(C)=O)Cl N'-(2,6-dichloropyrimidin-4-yl)acethydrazide